ClC=1C=NC(=C(C(=O)NC2CCC(CC2)CN2C(N(C3=C2C=CC=C3)C=3C=CC2=C(C(=NO2)C)C3)=O)C1)C 5-chloro-2-methyl-N-((1r,4r)-4-((3-(3-methylbenzo[d]isoxazol-5-yl)-2-oxo-2,3-dihydro-1H-benzo[d]imidazol-1-yl)methyl)cyclohexyl)nicotinamide